C(C1=CC=CC=C1)OC([C@](N)(CCC1=CC=CC=C1)C(F)F)=O (R)-alpha-difluoromethyl-homophenylalanine benzyl ester